6-chloro-9-((6aR,9R,9aR)-2,2,4,4-tetraisopropyl-6,6a,9,9a-tetrahydrocyclopenta[f][1,3,5,2,4]trioxadisilocin-9-yl)-9H-purine ClC1=C2N=CN(C2=NC=N1)[C@@H]1C=C[C@H]2[C@H]1O[Si](O[Si](OC2)(C(C)C)C(C)C)(C(C)C)C(C)C